Acetone sodium bisulphite S([O-])(O)=O.[Na+].CC(=O)C